BrC=1C(=NC(=CC1N)C=1SC=CN1)C1=NC(=CC=C1)N1CCC(CC1)OC bromo-6'-(4-methoxypiperidin-1-yl)-6-(thiazol-2-yl)-[2,2'-bipyridine]-4-amine